6-[(1S,3R,4S,5R)-5-{[5-cyclopropyl-3-(2,6-dichlorophenyl)-1,2-oxazol-4-yl]methoxy}-3-methyl-2-azabicyclo[2.2.1]heptane-2-yl]-N-(oxazolidine-4-sulfonyl)pyridine-3-carboxamide C1(CC1)C1=C(C(=NO1)C1=C(C=CC=C1Cl)Cl)CO[C@H]1[C@@H]2[C@H](N([C@H](C1)C2)C2=CC=C(C=N2)C(=O)NS(=O)(=O)C2NCOC2)C